NCC1=NNC(C2=C(C=C(C=C12)C=1C=NN(C1C1=C(C#N)C(=CC(=C1F)C)OC1CC1)C)Cl)=O 2-(4-(4-(aminomethyl)-8-chloro-1-oxo-1,2-dihydrophthalazin-6-yl)-1-methyl-1H-pyrazol-5-yl)-6-cyclopropoxy-3-fluoro-4-methylbenzonitrile